BrC1=CC=C(C=C1)[C@H](C)N1CC2(COC2)C1 (S)-6-(1-(4-bromophenyl)ethyl)-2-oxa-6-azaspiro[3.3]heptane